FC=1C=C2C(C(=C(OC2=C(C1)C(C)NC1=C(C(=O)O)C=CC=C1)N1CC2=CC=CC=C2C1)C)=O 2-[1-(6-fluoro-2-isoindolin-2-yl-3-methyl-4-oxo-chromen-8-yl)ethylamino]benzoic acid